N-[(3R)-1-[4-[[(1R)-1-[3-(1,1-difluoroethyl)phenyl]ethyl]amino]-2-methyl-pyrido[3,4-d]pyrimidin-6-yl]pyrrolidin-3-yl]acetamide FC(C)(F)C=1C=C(C=CC1)[C@@H](C)NC=1C2=C(N=C(N1)C)C=NC(=C2)N2C[C@@H](CC2)NC(C)=O